C(C)N(CC)CC=1C(=C(COC1C1=CC=CC=C1)O)O 5-diethylaminomethyl-6-phenyl-3,4-dihydroxypyran